ClC=1C=NN2C1N=C(C(=C2)B2OC(C(O2)(C)C)(C)C)C 3-chloro-5-methyl-6-(4,4,5,5-tetramethyl-1,3,2-dioxaborolan-2-yl)pyrazolo[1,5-a]pyrimidine